2-chloro-4-cyanopyrimidin ClC1=NC=CC(=N1)C#N